N1-(6,6-difluorospiro[3.3]heptan-2-yl)-N2-((S)-4-methyl-1-oxo-1-(((S)-3-oxo-1-((S)-2-oxopyrrolidin-3-yl)-4-(trifluoromethoxy)butan-2-yl)amino)pentan-2-yl)oxalamide FC1(CC2(CC(C2)NC(C(=O)N[C@H](C(N[C@@H](C[C@H]2C(NCC2)=O)C(COC(F)(F)F)=O)=O)CC(C)C)=O)C1)F